1H-pyrrole-3-carbaldehyde N1C=C(C=C1)C=O